ClC1=CC=C(C=C1)C1=NNC(=C1C(C)C)N 3-(4-chlorophenyl)-4-isopropyl-1H-pyrazol-5-amine